4-(6-(2-Methyl-2H-tetrazol-5-yl)pyrazolo[1,5-a]pyridin-3-yl)piperazine-1-carboxylic acid tert-butyl ester C(C)(C)(C)OC(=O)N1CCN(CC1)C=1C=NN2C1C=CC(=C2)C=2N=NN(N2)C